ClC=1C=C(C(=O)N[C@@H]2CN[C@H](CC2)C=2OC(=NN2)OCCOC(F)(F)F)C=CC1 3-chloro-N-[(3S,6R)-6-{5-[2-(trifluoro-methoxy)ethoxy]-1,3,4-oxadiazol-2-yl}piperidin-3-yl]benzamide